ethyl 2-[[[5-(1-cyano-1-methyl-ethoxy)-3-ethylsulfonyl-2-pyridyl]amino]methyl]-5-(1,1,2,2,2-pentafluoroethyl)thiophene-3-carboxylate C(#N)C(C)(OC=1C=C(C(=NC1)NCC=1SC(=CC1C(=O)OCC)C(C(F)(F)F)(F)F)S(=O)(=O)CC)C